2,6-diazaspiro[3.4]octan-5-one C1NCC12C(NCC2)=O